ferric chloride aluminum salt [Al].[Fe](Cl)(Cl)Cl